OCC1C(N(CC1)C1=CC=CC=C1)=O (hydroxymethyl)-1-phenylpyrrolidin-2-one